COC1=NC(=CC=C1NC=1N=CC2=C(N1)C(=NC=C2)NCC(C)(C)C)N2CCOCC2 N2-(2-methoxy-6-morpholinopyridin-3-yl)-N8-neopentylpyrido[3,4-d]pyrimidine-2,8-diamine